naphthyl-(naphthyl)fluoranthene C1(=CC=CC2=CC=CC=C12)C1=C(C=2C3=CC=CC=C3C3=CC=CC(=C1)C23)C2=CC=CC3=CC=CC=C23